C(C)OC(NC(C(=NNC1=CC(=C(C(=C1)C)CC=1C=C2C(=NNC2=CC1)CCCCC)C)C#N)=O)=O ethyl-(2-cyano-2-(2-(3,5-dimethyl-4-((3-pentyl-1H-indazol-5-yl)methyl)-phenyl)hydrazineylidene)acetyl)carbamate